NC1=NC(=C(C(=N1)N)OCCCOC1=C(C=CC=C1)CCCC(=O)O)CC 4-(2-{3-[(2,4-diamino-6-ethylpyrimidin-5-yl)oxy]propoxy}phenyl)butanoic acid